4-((3-carbamoyl-6-(2,6-difluorophenyl)pyridazin-4-yl)amino)benzoic acid C(N)(=O)C=1N=NC(=CC1NC1=CC=C(C(=O)O)C=C1)C1=C(C=CC=C1F)F